3-methyltrisiloxane C[SiH](O[SiH3])O[SiH3]